4-((R)-2-azidobut-2-yl)-6-chloro-1-(((S)-4-(methylsulfonyl)butan-2-yl)oxy)-2,7-naphthyridine N(=[N+]=[N-])[C@](C)(CC)C1=CN=C(C2=CN=C(C=C12)Cl)O[C@@H](C)CCS(=O)(=O)C